ClC1=C(C=C(C(=C1)Cl)OCCC1=CC=C(C=C1)C(F)(F)F)C(C(F)(F)F)S(=O)C(C(F)(F)F)C1=C(C=C(C(=C1)OCCC1=CC=C(C=C1)C(F)(F)F)Cl)Cl 2,4-dichloro-5-{2-[4-(trifluoromethyl)phenyl]ethoxy}phenyl-2,2,2-trifluoroethylsulfoxide